4-[2-[2-[2-[2-[2-(2-benzyloxyethoxy)ethoxy]ethoxy]ethoxy]ethoxy]ethyl-methyl-amino]benzoic acid C(C1=CC=CC=C1)OCCOCCOCCOCCOCCOCCN(C1=CC=C(C(=O)O)C=C1)C